N(=[N+]=[N-])C1C2=NC=CC=C2CC12CCN(CC2)C=2N=C1C(=NC2)N=C(C=C1)SC1=C(C(=NC=C1)N)Cl 4-((2-(7-azido-5,7-dihydrospiro[cyclopenta[b]pyridin-6,4'-piperidin]-1'-yl)pyrido[2,3-b]pyrazin-6-yl)thio)-3-chloropyridin-2-amine